FC(OC1=C(C=C(C=C1)F)C(C=1N(C=2C(=C3CC[C@@H](N(C3=CC2)C(=O)OC)C)N1)C1CC(CCC1)C(=O)O)O)F 3-((7S)-2-((2-(difluoromethoxy)-5-fluorophenyl)(hydroxy)methyl)-6-(methoxycarbonyl)-7-methyl-6,7,8,9-tetrahydro-3H-imidazo[4,5-f]quinolin-3-yl)cyclohexane-1-carboxylic acid